C(C1=CC=CC=C1)OC1=NC(=NC(=C1CC(C)C)Cl)NCC1=C(C=C(C=C1)OC)OC 4-Benzyloxy-6-chloro-N-[(2,4-dimethoxyphenyl)methyl]-5-isobutyl-pyrimidin-2-amine